C1(=CC=CC=C1)[C@@H](C)NC(C)=O (R)-N-(1-phenylethyl)acetamide